C(C)N(CC)CCOC(C(=C)C)=O.C(C)C(=C(C(=O)O)CCN)CC.C(C(=C)C)(=O)OCCN(C)C dimethylaminoethyl methacrylate diethyl-aminoethyl-acrylate diethylaminoethyl-methacrylate